ClC=1C=C(CN(C(OC(C)(C)C)=O)CCC=2N=CN(C2)CC#N)C=CC1OC(F)(F)F tert-Butyl 3-chloro-4-(trifluoromethoxy)benzyl(2-(1-(cyanomethyl)-1H-imidazol-4-yl)ethyl)carbamate